4-(2-(benzyloxy)ethoxy)-N-(4-bromo-2-methylphenyl)-1-(tetrahydro-2H-pyran-2-yl)-1H-pyrazole-5-carboxamide C(C1=CC=CC=C1)OCCOC=1C=NN(C1C(=O)NC1=C(C=C(C=C1)Br)C)C1OCCCC1